(R)-2-(3-(4-amino-3-(4-(3,5-difluorophenoxy)phenyl)-1H-pyrazolo[3,4-d]pyrimidin-1-yl)piperidine-1-carbonyl)-3-cyclopropylacrylonitrile NC1=C2C(=NC=N1)N(N=C2C2=CC=C(C=C2)OC2=CC(=CC(=C2)F)F)[C@H]2CN(CCC2)C(=O)C(C#N)=CC2CC2